[(3R,4S)-3-(4-chlorophenyl)-4-fluoro-pyrrolidin-1-yl]-(3-pyridazin-4-yl-1H-pyrazol-5-yl)methanone ClC1=CC=C(C=C1)[C@@H]1CN(C[C@H]1F)C(=O)C1=CC(=NN1)C1=CN=NC=C1